5-amino-1H-benzo[d]imidazol-2(3H)-one NC1=CC2=C(NC(N2)=O)C=C1